N12N3CCCC3CC(CC1)C2C(=O)[O-] diazatricyclo[6.2.1.02,6]undecane-11-carboxylate